(1R,3r)-3-((3r)-3-(1-(1-(2,4-dichlorophenyl)ethyl)-4-ethyl-1H-benzo[d][1,2,3]triazol-6-yl)azetidin-3-yl)-1-methylcyclobutane-1-carboxylic acid methyl ester COC(=O)C1(CC(C1)C1(CNC1)C=1C=C(C2=C(N(N=N2)[C@H](C)C2=C(C=C(C=C2)Cl)Cl)C1)CC)C